racemic-cis-1-benzyl-4-cyano-4-methylpiperidin-3-yl-4-nitrobenzoate C(C1=CC=CC=C1)N1C[C@H]([C@@](CC1)(C)C#N)OC(C1=CC=C(C=C1)[N+](=O)[O-])=O |r|